4,7-bis(5-(2,3-dihydrothieno[3,4-b][1,4]dioxin-5-yl)-4-dodecylthiophen-2-yl)-5,6-dinitrobenzo[c][1,2,5]thiadiazole O1C=2C(OCC1)=C(SC2)C2=C(C=C(S2)C2=C(C(=C(C1=NSN=C12)C=1SC(=C(C1)CCCCCCCCCCCC)C=1SC=C2OCCOC21)[N+](=O)[O-])[N+](=O)[O-])CCCCCCCCCCCC